2-[2,2-bis[(9Z,12Z)-octadeca-9,12-dienyl]-1,3-dioxan-4-yl]-N,N-dimethylethylamine C(CCCCCCC\C=C/C\C=C/CCCCC)C1(OCCC(O1)CCN(C)C)CCCCCCCC\C=C/C\C=C/CCCCC